ClC=1C(=CC(=NC1)OC)SC=1N=C2C(=NC1)NC(=N2)N2CCC1(CC2)[C@@H](C2=CC=CC=C2C1)N (S)-1'-(5-((5-chloro-2-methoxypyridin-4-yl)thio)-1H-imidazo[4,5-b]pyrazin-2-yl)-1,3-dihydrospiro[indene-2,4'-piperidin]-1-amine